3-benzyloxy-N-(pyridin-3-yl)thiophene-2-carboxamide C(C1=CC=CC=C1)OC1=C(SC=C1)C(=O)NC=1C=NC=CC1